ethyl 1-(pyridin-3-yl)-5-(trifluoromethyl)-1H-pyrazole-4-carboxylate N1=CC(=CC=C1)N1N=CC(=C1C(F)(F)F)C(=O)OCC